C1CC12CCC1(OCCO1)CC2 7,10-dioxadispiro[2.2.4.2]dodecane